methyl (2,2,2-trifluoroethyl) sulfate S(=O)(=O)(OC)OCC(F)(F)F